N(=O)SC(C(=O)O)CC(=O)O S-nitrosomercaptosuccinic acid